CN(C)CC1=CC=C(O1)CSCCNC1=NS(N=C1NC)=O N-(2-(((5-((dimethylamino)methyl)-2-furanyl)methyl)thio)ethyl)-N'-methyl-1,2,5-thiadiazole-3,4-diamine 1-oxide